N-((4,6-dimethyl-2-oxo-1,2-dihydropyridin-3-yl)methyl)-1-isopropyl-6-(1-(1-methylazetidine-3-carbonyl)piperidin-4-yl)-1H-pyrazolo[3,4-b]pyridine-4-carboxamide CC1=C(C(NC(=C1)C)=O)CNC(=O)C=1C2=C(N=C(C1)C1CCN(CC1)C(=O)C1CN(C1)C)N(N=C2)C(C)C